Br[Si]1(C[Si](CCC1)(CCCC)Br)Br 1,1,3-tribromo-3-butyl-1,3-disilacyclohexane